methyl-3-(1-methyl-1H-imidazol-4-yl)-1-(4-(trifluoromethyl)phenyl)-1H-indole-5-sulfonamide CC=1N(C2=CC=C(C=C2C1C=1N=CN(C1)C)S(=O)(=O)N)C1=CC=C(C=C1)C(F)(F)F